C[C@@H]1N(CCNC1)C=1C=C2C=CNC2=CC1 5-[(2S)-2-methylpiperazin-1-yl]-1H-indole